C(C)OC=1C=CC(=C(C1)C=1NC=CN1)O 2-(5-ethoxy-2-hydroxyphenyl)imidazole